Methyl 2,3,6-tri-O-benzyl-α-D-galactopyranoside CO[C@@H]1[C@@H]([C@H]([C@H]([C@H](O1)COCC2=CC=CC=C2)O)OCC3=CC=CC=C3)OCC4=CC=CC=C4